N-(phenyl)-gamma-aminopropyl-trimethoxysilane C1(=CC=CC=C1)NCCC[Si](OC)(OC)OC